5-[(2s,6r)-2-[[3-[(3r,4r)-3-amino-4-methoxy-pyrrolidin-1-yl]spiro[5H-furo[3,4-b]pyridin-7,3'-azetidine]-1'-yl]methyl]-6-methyl-morpholin-4-yl]-2-deutero-quinoline-8-carbonitrile N[C@@H]1CN(C[C@H]1OC)C=1C=C2C(=NC1)C1(CN(C1)C[C@H]1CN(C[C@H](O1)C)C1=C3C=CC(=NC3=C(C=C1)C#N)[2H])OC2